S=C1NC(C2=C(N1CC1=C(C=NC=C1)[C@H]1NCC[C@H](C1)C(F)(F)F)C=CN2)=O 2-Thioxo-1-((3-((2S,4R)-4-(trifluoromethyl)piperidin-2-yl)pyridin-4-yl)methyl)-1,2,3,5-tetrahydro-4H-pyrrolo[3,2-d]pyrimidin-4-one